8-fluoro-2-(3-methoxyphenyl)[1,2,4]triazolo[1,5-c]quinazolin FC=1C=CC=2C=3N(C=NC2C1)N=C(N3)C3=CC(=CC=C3)OC